C(C1=CC=CC=C1)(=O)N[C@@H]1[C@H](C[C@@](O[C@H]1[C@@H]([C@@H](CNC(CC1=CC=C(C=C1)Cl)=O)O)O)(C(=O)O)OCCCCCCOCC#C)O (2R,4S,5R,6R)-5-benzamido-6-((1R,2R)-3-(2-(4-chlorophenyl)acetamido)-1,2-dihydroxypropyl)-4-hydroxy-2-((6-(prop-2-yn-1-yloxy)hexyl)oxy)tetrahydro-2H-pyran-2-carboxylic acid